CS(=O)(=O)[C@@H]1C[C@@]2([C@@H](C[C@H]3[C@@H]4CC[C@H]([C@@H](CCCC(C)C)C)[C@]4(CC[C@@H]3[C@]2(CC1)C)C)NCCC=1N=CNC1)O 3b-methylsulfonyl-5α-hydroxy-6β-[2-(1H-imidazol-4-yl)ethylamino]-cholestane